[Al].[Si].[Ca] Calcium-Silicon-Aluminum